C(C#C)OC1=CC=C(C=C1)C1(CC1)C(=O)OC methyl 1-(4-prop-2-ynoxyphenyl)cyclopropanecarboxylate